phenylpropan-1-al C1(=CC=CC=C1)C(C=O)C